C1(CC1)S(=O)(=O)N1N=CC(=C1)C1=NC=CC(=N1)NC1=NC=C(C(=C1)N1CCC(CC1)OC)C#CC=1C=NN(C1)C1CCOCC1 2-(1-(cyclopropylsulfonyl)-1H-pyrazol-4-yl)-N-(4-(4-methoxypiperidin-1-yl)-5-((1-(tetrahydro-2H-pyran-4-yl)-1H-pyrazol-4-yl)ethynyl)pyridin-2-yl)pyrimidin-4-amine